FC(S(=O)(=O)OC1=NC=C(C=N1)N1CCN(CC1)C(=O)OC(C)(C)C)(F)F tert-butyl 4-[2-(trifluoromethanesulfonyloxy)pyrimidin-5-yl]piperazine-1-carboxylate